(4-(3H-imidazo[4,5-b]pyridin-7-yl)-1H-pyrazol-1-yl)-N-(cyanomethyl)pyrimidine-5-carboxamide N1=CNC2=NC=CC(=C21)C=2C=NN(C2)C2=NC=C(C=N2)C(=O)NCC#N